7-cyano-2-(3-iodophenyl)heptanoic acid C(#N)CCCCCC(C(=O)O)C1=CC(=CC=C1)I